CC(C)(C)[S@@](=O)N[C@@H]1CCCC=2N(C3=CC=CC=C3C12)S(=O)(=O)C=1SC=CC1 (R)-2-methyl-N-((R)-9-(thiophene-2-sulfonyl)-2,3,4,9-tetrahydro-1H-carbazol-4-yl)propane-2-sulfinamide